4-((2-fluorophenyl)ethynyl)-N-((2-hydroxycyclohexyl)methyl)benzamide FC1=C(C=CC=C1)C#CC1=CC=C(C(=O)NCC2C(CCCC2)O)C=C1